4-(pyridine-3-yl)benzoic acid N1=CC(=CC=C1)C1=CC=C(C(=O)O)C=C1